C(\C=C\CCCCCCC)(=O)OCC (E)-ethyl dec-2-enoate